tert-butyl (R)-3-((((4-((3-((2,3-dihydro-1H-inden-2-yl)carbamoyl)pyrazin-2-yl)carbamoyl)piperazin-1-yl)sulfonyl)carbamoyl)oxy)piperidine-1-carboxylate C1C(CC2=CC=CC=C12)NC(=O)C=1C(=NC=CN1)NC(=O)N1CCN(CC1)S(=O)(=O)NC(=O)O[C@H]1CN(CCC1)C(=O)OC(C)(C)C